CC1=CC=C(C=C1)S(=O)(=O)OCC1(CC1)C(F)(F)F (1-(trifluoromethyl)cyclopropyl)methyl 4-methylbenzenesulfonate